3-(3-(Tert-Butoxy)prop-1-yn-1-yl)-4-chloropyridin-2-amine C(C)(C)(C)OCC#CC=1C(=NC=CC1Cl)N